methyl 6-(4-aminopiperidin-1-yl)-1-(4-methoxyphenyl)-7-oxo-4,5,6,7-tetrahydro-1H-pyrazolo[3,4-c]pyridine-3-carboxylate NC1CCN(CC1)N1C(C2=C(CC1)C(=NN2C2=CC=C(C=C2)OC)C(=O)OC)=O